(2R,3s)-2-((2R,3R)-3-((R)-2-hydroxy-2-methylbut-3-en-1-yl)oxiran-2-yl)pentan-3-ol O[C@](C[C@@H]1[C@H](O1)[C@H](C)[C@H](CC)O)(C=C)C